CP(O)(=O)CCCC methyl-n-butyl-phosphinic acid